OC1=CC(=NC=2C(CCC(C12)C)C)C(=O)O 4-hydroxy-5,8-dimethyl-5,6,7,8-tetrahydroquinoline-2-carboxylic acid